C1(=C(C=CC=C1)C#CC1=NNC2=CC=C(C=C12)C(=O)N1[C@H](CNCC1)CC1=CC=CC=C1)C1=CC=CC=C1 (S)-(3-([1,1'-biphenyl]-2-ylethynyl)-1H-indazol-5-yl)(2-benzylpiperazin-1-yl)methanone